iron tricarbon [C].[C].[C].[Fe]